N-[(1R)-2-fluoro-1,2-dimethyl-propyl]-3-nitro-quinolin-4-amine FC([C@@H](C)NC1=C(C=NC2=CC=CC=C12)[N+](=O)[O-])(C)C